5-carboxy-2-(2-hydroxy-4-methoxyphenyl)-2H-benzotriazole C(=O)(O)C1=CC=2C(=NN(N2)C2=C(C=C(C=C2)OC)O)C=C1